N-(3,4-dichlorophenyl)-N,N'-diphenyl-urea ClC=1C=C(C=CC1Cl)N(C(=O)NC1=CC=CC=C1)C1=CC=CC=C1